C(C)C1=CC=C(C=C1)OS(=O)(=O)[O-] 4-ETHYLPHENYLSULFAT